5-(2,4-difluorophenyl)-4-isopropoxy-N-(4-((4-methylpiperazin-1-yl)methyl)phenyl)-7H-pyrrolo[2,3-d]pyrimidin-2-amine FC1=C(C=CC(=C1)F)C1=CNC=2N=C(N=C(C21)OC(C)C)NC2=CC=C(C=C2)CN2CCN(CC2)C